5-chloro-2-[6-[(2S)-2-(hydroxymethyl)morpholin-4-yl]-4-isopropyl-pyridazin-3-yl]phenol ClC=1C=CC(=C(C1)O)C=1N=NC(=CC1C(C)C)N1C[C@H](OCC1)CO